4-chloro-N-(pyrimidin-4-yl)phthalazin-1-amine ClC1=NN=C(C2=CC=CC=C12)NC1=NC=NC=C1